C(C)(=O)OCC=1C(=NC=CC1Cl)N1C(C=2N(C=3CCCCC3C2)CC1)=O (4-chloro-2-(1-oxo-3,4,6,7,8,9-hexahydro-pyrazino[1,2-a]indol-2(1H)-yl)pyridin-3-yl)methyl acetate